3-(2-amino-3-fluoro-4-(hydroxymethyl)phenyl)-1-methyl-1H-pyrazole-4-carboxylic acid methyl ester COC(=O)C=1C(=NN(C1)C)C1=C(C(=C(C=C1)CO)F)N